ethyl 7-methyl-4,5,6,7-tetrahydrobenzo[d]thiazole-2-carboxylate CC1CCCC=2N=C(SC21)C(=O)OCC